ClC=1C=C(C=CC1OCCOC)C1=CC(=NN1CC(C)C)N 5-(3-chloro-4-(2-methoxyethoxy)phenyl)-1-isobutyl-1H-pyrazol-3-amine